ClC(C1(N=C2N(C=CC=C2C)C1)O)Cl 2-(dichloromethyl)-8-methyl-2,3-dihydroimidazo[1,2-a]pyridin-2-ol